C(C1=CC=CC=C1)OC=1C=C2C(=C(C=NC2=CC1OC)C#N)Cl 6-(benzyloxy)-4-chloro-7-methoxyquinoline-3-carbonitrile